NC1=C(N=CC2=C(C=CC=C12)C=1N=NC=CC1OC)C(=O)NCCC 4-amino-8-(4-methoxypyridazin-3-yl)-N-propylisoquinoline-3-carboxamide